2,6-dimethyl-2,7-octadien-6-ol CC(C)=CCCC(C=C)(O)C